C(C)(C)(C)OC(=O)N(N)CC 1-ethylhydrazinecarboxylic acid tert-butyl ester